ClC=1C=C(C=CC1)C=1C=C(C(=NC1)C(=O)N)O 5-(3-chlorophenyl)-3-hydroxy-pyridinecarboxamide